FC(C=1C(=C(C=C2NC(C=3N(C12)C(=NN3)C)(C)C)F)C3=CN(C1=C(C=CC=C31)F)S(=O)(=O)C)F 3-[9-(difluoromethyl)-7-fluoro-1,4,4-trimethyl-4H,5H-[1,2,4]triazolo[4,3-a]quinoxalin-8-yl]-7-fluoro-1-methanesulfonyl-1H-indole